C(C)S(=O)(=O)C1=CC=C(CC=2N(C3=CC=C(C=C3C2)C(=O)N)CC2=C(C=C(C=C2)F)OC(C)C)C=C1 (4-(Ethylsulfonyl)benzyl)-1-(4-fluoro-2-isopropoxybenzyl)-1H-indole-5-carboxamide